C(CCCCC(C)C)C1=C(C2C(C(C1CC2)C(=O)O)C(=O)O)CCCCCC(C)C diisooctyl-bicyclo[2.2.2]oct-5-ene-2,3-dicarboxylic acid